6-fluoro-2-(hydroxymethyl)-3-iodo-1-(tetrahydro-2H-pyran-4-yl)quinolin-4(1H)-one FC=1C=C2C(C(=C(N(C2=CC1)C1CCOCC1)CO)I)=O